6-chloro-3-((2-chloro-3-(oxazol-2-yl)phenyl)sulfanyl)-5-(oxetan-3-yl)pyrazin-2-amine ClC1=C(N=C(C(=N1)N)SC1=C(C(=CC=C1)C=1OC=CN1)Cl)C1COC1